(S)-2-Methyl-4-(methylamino)-5-((1-methylazetidin-2-yl)methoxy)-N-(1-(7-vinylquinolin-5-yl)cyclopropyl)benzamide CC1=C(C(=O)NC2(CC2)C2=C3C=CC=NC3=CC(=C2)C=C)C=C(C(=C1)NC)OC[C@H]1N(CC1)C